Cl.COC=1C=C2C3C=CC(C2=CC1)N3 4-methoxy-11-azatricyclo[6.2.1.02,7]Undec-2,4,6,9-tetraene hydrochloride